N(=C=O)CC=1OC(=CC1)C(C)(C)C=1OC(=CC1)CN=C=O 2-(isocyanatomethyl)-5-[2-[5-(isocyanatomethyl)furan-2-yl]propan-2-yl]furan